5-(4,6-dimethoxypyrimidin-2-yl)-4-methylthiazol-2-amine COC1=NC(=NC(=C1)OC)C1=C(N=C(S1)N)C